(2E)-N-hydroxy-3-[3-(phenylsulfamoyl)phenyl]acrylamide ONC(\C=C\C1=CC(=CC=C1)S(NC1=CC=CC=C1)(=O)=O)=O